1-(2,2,2-Trifluoroethyl)piperidin-4-yl(8-amino-7-fluoro-6-(8-methyl-2,3-dihydro-1H-pyrido[2,3-b][1,4]oxazin-7-yl)isoquinolin-3-yl)carbamate FC(CN1CCC(CC1)N(C([O-])=O)C=1N=CC2=C(C(=C(C=C2C1)C1=C(C2=C(OCCN2)N=C1)C)F)N)(F)F